di-tert-butyl (S)-2-aminoglutarate N[C@H](C(=O)OC(C)(C)C)CCC(=O)OC(C)(C)C